3-methylimidazole hydrogensulfate S(=O)(=O)(O)O.CN1C=NC=C1